1-(3-cyanophenyl)-N-(2-fluoro-5-(phenyl(propyl)amino)phenyl)-3-(trifluoromethyl)-1H-pyrazole-5-carboxamide C(#N)C=1C=C(C=CC1)N1N=C(C=C1C(=O)NC1=C(C=CC(=C1)N(CCC)C1=CC=CC=C1)F)C(F)(F)F